C(#N)C=1C=C(C=CC1OC(C)C)C=1N=C(SC1)C(=O)O (3-cyano-4-isopropoxyphenyl)-2-thiazolecarboxylic acid